OC(C(=O)C1=CC=CC=C1)(C)C hydroxy-2-methyl-propiophenone